C(C)(=O)O.C(CCCCCCCCCCC)N dodecanamine acetate